FC(C1=NN2C(=NC(=CC2=N1)NC(C)=O)C=1OC(=CC1)C)F N-[2-(difluoromethyl)-5-(5-methylfuran-2-yl)-[1,2,4]triazolo[1,5-c]pyrimidin-7-yl]acetamide